1-(4-(((6-(2-chloro-3-(3'-chloro-5-((4-hydroxypiperidin-1-yl)methyl)-6-methoxy-[2,4'-bipyridin]-2'-yl)phenyl)-2-methoxypyridin-3-yl)methyl)amino)piperidin-1-yl)ethan-1-one ClC1=C(C=CC=C1C1=NC=CC(=C1Cl)C1=NC(=C(C=C1)CN1CCC(CC1)O)OC)C1=CC=C(C(=N1)OC)CNC1CCN(CC1)C(C)=O